N'-(tert-butyldimethylsilyl)-4-(((6-chloro-1-ethyl-1H-pyrazolo[3,4-b]pyridine-4-yl)amino)methyl)-N-(4-methoxybenzyl)benzenesulfonimidamide [Si](C)(C)(C(C)(C)C)N=S(=O)(NCC1=CC=C(C=C1)OC)C1=CC=C(C=C1)CNC1=C2C(=NC(=C1)Cl)N(N=C2)CC